6-bromo-4-{4-[(3-fluoro-2-hydroxyphenyl)methyl]piperazin-1-yl}-1-methyl-2-oxo-1,2-dihydro-1,5-naphthyridine-3-carbonitrile BrC=1N=C2C(=C(C(N(C2=CC1)C)=O)C#N)N1CCN(CC1)CC1=C(C(=CC=C1)F)O